(1r,3r)-3-(5-(5-ethoxypyridin-2-yl)-4-phenyl-4H-1,2,4-triazol-3-yl)cyclobutan-1-amine dihydrochloride Cl.Cl.C(C)OC=1C=CC(=NC1)C=1N(C(=NN1)C1CC(C1)N)C1=CC=CC=C1